4-((3-Hydroxy-5-(1-phenyl-1H-pyrazol-4-yl)pyridineamido)methyl)tetrahydro-2H-pyran-4-carboxylic acid OC=1C(=NC=C(C1)C=1C=NN(C1)C1=CC=CC=C1)C(=O)NCC1(CCOCC1)C(=O)O